hexa-hydro-cyclopenta[c]pyrrole C1NCC2C1=CCC2